3-(4-((3-(2,2-difluorocyclopropyl)propyl)((1s,4s)-4-(((1-(trifluoromethyl)cyclopropyl)methyl)amino)cyclohexyl)amino)-1-oxoisoindolin-2-yl)piperidine-2,6-dione FC1(C(C1)CCCN(C1=C2CN(C(C2=CC=C1)=O)C1C(NC(CC1)=O)=O)C1CCC(CC1)NCC1(CC1)C(F)(F)F)F